8-bromo-3-[(difluoromethyl)sulfanyl]imidazo[1,2-a]pyridine-2-carboxylic acid BrC=1C=2N(C=CC1)C(=C(N2)C(=O)O)SC(F)F